N-(Benzenesulfonyl)-2-(2,2-dimethyl-4-trimethylgermyl-pyrrolidin-1-yl)-6-[3-[2-[1-(Trifluoromethyl)Cyclopropyl]Ethoxy]Pyrazol-1-yl]Pyridine-3-carboxamide C1(=CC=CC=C1)S(=O)(=O)NC(=O)C=1C(=NC(=CC1)N1N=C(C=C1)OCCC1(CC1)C(F)(F)F)N1C(CC(C1)[Ge](C)(C)C)(C)C